ClC1=C(NC2=NN(C=3C2=NC=C(C3)C=NC(C(=O)O)C(C)O)C)C=CC=C1C1=CC3=C(OCCO3)C=C1 (3-(2-chloro-3-(1,4-benzodioxan-6-yl)anilino)-1-methylpyrazolo[4,5-b]pyridin-6-ylmethylene)amino-3-hydroxybutyric acid